C(CCCCCCCCCCCCCCC)[N+](C)(C)C.[NH4+] ammonium cetyl-trimethylammonium